ethoxyethylene carbonate C1(OC(CO1)OCC)=O